O=C1NC(CCC1NC(=O)N1CCCC2=CC=CN=C12)=O N-(2,6-dioxopiperidin-3-yl)-1,2,3,4-tetrahydro-1,8-naphthyridine-1-carboxamide